C1(=CC(=CC=C1)N1C=2C=C(C=CC2B2C3=C(C=CC=C13)N(C=1C=C(C=CC12)N(C1=CC=CC=C1)C1=CC=CC=C1)C1=CC=CC=C1)C1=CC=CC=C1)C1=CC=CC=C1 9-(biphenyl-3-yl)-N,N,5,11-tetraphenyl-5,9-dihydro-5,9-diaza-13b-boranaphtho[3,2,1-de]anthracene-3-amine